C(C)(C)(C)OC(=O)NC(C(=O)OC(C)(C)C)CC1(COC1)F tert-butyl 2-((tert-butoxycarbonyl)amino)-3-(3-fluorooxetan-3-yl)propanoate